6-methoxy-2-methyl-1H-benzo[de]isoquinoline-1,3(2H)-dione COC=1C=CC=2C(N(C(C3=CC=CC1C23)=O)C)=O